bis(3-dimethoxyethylsilylpropyl)urea COC(C[SiH2]CCCNC(NCCC[SiH2]CC(OC)OC)=O)OC